COCC1(C(N(C2=CC(=CC=C12)C#CC1=NC=CC2=CN=C(C=C12)NC1=CC=C(C=C1)S(=O)(=O)C)C(=O)OC(C)(C)C)=O)COC tert-butyl 3,3-bis(methoxymethyl)-6-((7-((4-(methylsulfonyl)phenyl)amino)-2,6-naphthyridin-1-yl)ethynyl)-2-oxoindoline-1-carboxylate